ClC=1C(=C(C=CC1Cl)NC1=NC=NC2=CC=C(C=C12)C=1CN(CCC1)C(=O)OC(C)(C)C)F tert-butyl 3-(4-((3,4-dichloro-2-fluorophenyl)amino)quinazolin-6-yl)-5,6-dihydropyridine-1(2H)-carboxylate